N1=C2C(=CC=C1)CNC2 5h,6h,7h-pyrrolo[3,4-b]pyridine